4-((6-nitropyridin-3-yl)oxy)-2,4'-bipyridine [N+](=O)([O-])C1=CC=C(C=N1)OC1=CC(=NC=C1)C1=CC=NC=C1